(1-(3-(4-cyclopropylphenyl)oxetan-3-yl)-4-(propane-1-yn-1-yl)-1H-indazol-7-carboxamido)spiro[3.3]heptane-2-carboxylic acid methyl ester COC(=O)C1C(C2(C1)CCC2)NC(=O)C=2C=CC(=C1C=NN(C21)C2(COC2)C2=CC=C(C=C2)C2CC2)C#CC